2-(4-Hydroxy-7-chlorocinnoline-3-carboxamido)acetic acid OC1=C(N=NC2=CC(=CC=C12)Cl)C(=O)NCC(=O)O